N[C@@H](CC(C)C)C(=O)OC1CCCC1 cyclopentyl L-leucinate